N1=NN(C2=NC=CC=C21)OC(C2=CC(=CC=C2)OC)=O 3-methoxybenzoic acid 3H-[1,2,3]triazolo[4,5-b]pyridin-3-yl ester